BrC=1N=C(C=2N(C1)C=NN2)N2CCC(CC2)(F)F 6-Bromo-8-(4,4-difluoropiperidin-1-yl)-[1,2,4]triazolo[4,3-a]pyrazine